CN(CCN1N=C(C=C1C)C1=NN2C(N=C(C=C2N2CCOCC2)N2N=C(C=C2)C2=CC(=NC=C2)C)=C1)C N,N-dimethyl-2-[5-methyl-3-[5-[3-(2-methyl-4-pyridyl)pyrazol-1-yl]-7-morpholino-pyrazolo[1,5-a]pyrimidin-2-yl]pyrazol-1-yl]ethanamine